C12(CC1)COC1=C2C(=CC=C1)OC1=CC=C(C=N1)N1C(NC=2C1=NNC2)=O 6-(6-spiro[2H-benzofuran-3,1'-cyclopropane]-4-yloxy-3-pyridyl)-2,4-dihydroimidazo[4,5-c]pyrazol-5-one